6-amino-4-((1-methoxy-2-methylbutan-2-yl)amino)-1-methylquinolin-2(1H)-one NC=1C=C2C(=CC(N(C2=CC1)C)=O)NC(COC)(CC)C